CN(S(=O)(=O)C1=CC=C(CC2=C(NC3=CC=C(C=C23)C(=O)OC)C)C=C1)C methyl 3-(4-(N,N-dimethylsulfamoyl) benzyl)-2-methyl-1H-indole-5-carboxylate